benzyl ((R)-(naphthalen-1-yloxy)((S)-2,2,2-trifluoro-1-((2S,3S,5R)-5-(5-fluoro-2,4-dioxo-3,4-dihydropyrimidin-1(2H)-yl)-3-hydroxytetrahydrofuran-2-yl)ethoxy)phosphoryl)-L-alaninate C1(=CC=CC2=CC=CC=C12)O[P@](=O)(O[C@H](C(F)(F)F)[C@H]1O[C@H](C[C@@H]1O)N1C(NC(C(=C1)F)=O)=O)N[C@@H](C)C(=O)OCC1=CC=CC=C1